(2R,3S,4aR,7aS)-2-(4-(cyclopentylamino)phenyl)-1-(2-fluoro-6-methylbenzoyl)-N-(1-(2-hydroxyethyl)-1H-indazol-5-yl)octahydrofuro[3,4-b]pyridine-3-carboxamide C1(CCCC1)NC1=CC=C(C=C1)[C@H]1[C@H](C[C@@H]2[C@H](N1C(C1=C(C=CC=C1C)F)=O)COC2)C(=O)NC=2C=C1C=NN(C1=CC2)CCO